OC=1C=C(C=CC1OC)/C=C/C(=O)C1=CC=C(C#N)C=C1 4-[(E)-3-(3-Hydroxy-4-methoxyphenyl)prop-2-enoyl]benzonitrile